2-(methylthio)-7,8-dihydro-5H-pyrano[4,3-d]pyrimidin-4-ol CSC=1N=C(C2=C(N1)CCOC2)O